[N+](=O)([O-])C1=C(C=C(C=C1)N1CCN(CC1)C(=O)OC(C)(C)C)NC1=NC=NC=C1 tert-butyl 4-[4-nitro-3-(pyrimidin-4-ylamino) phenyl]Piperazine-1-carboxylate